[N+](=O)([O-])C1=CC=C(C=C1)C1CC(N(C1)C(=O)OC(C)(C)C)=O tert-butyl 4-(4-nitrophenyl)-2-oxo-pyrrolidine-1-carboxylate